2-methyl-1,1-dioxo-4,5-dihydro-3H-1λ6,2-benzothiazepine-8-carboxylic acid CN1S(C2=C(CCC1)C=CC(=C2)C(=O)O)(=O)=O